FC(C=1C=C(C=O)C=CC1)F 3-(difluoromethyl)benzaldehyde